2-((3-(2-chloro-3-phenylanilino)isothiazolo[4,5-b]pyrazin-5-ylmethylene)amino)-2-methyl-3-hydroxypropionic acid ClC1=C(NC2=NSC=3C2=NC(=CN3)C=NC(C(=O)O)(CO)C)C=CC=C1C1=CC=CC=C1